NC=1N=C(SC1C(=O)C1=CC(=NO1)C(=O)NC1=CC=NC=C1)N(C1=CC=C(C=C1)F)[C@@H](C(=O)N)C |r| rac-5-[4-amino-2-(N-(2-amino-1-methyl-2-oxo-ethyl)-4-fluoro-anilino)thiazole-5-carbonyl]-N-(4-pyridyl)isoxazole-3-carboxamide